N-benzyl-7-isobutyl-1-(4-methoxybenzyl)-4-oxooctahydro-6H-3,6-methanopyrrolo[3,2-c]pyridine-6-carboxamide C(C1=CC=CC=C1)NC(=O)C12C(C3C(C(N1)=O)C(CN3CC3=CC=C(C=C3)OC)C2)CC(C)C